methyl (4Z,8E)-2-acetyl-9,13-dimethyl-5-(((trimethylsilyl)oxy)methyl)-tetradeca-4,8,12-trienoate C(C)(=O)C(C(=O)OC)C\C=C(\CC\C=C(\CCC=C(C)C)/C)/CO[Si](C)(C)C